3-(tert-butyl)-N-(2-(difluoromethyl)-4-(3-(4-(4-(dimethylamino)but-2-enoyl)piperazin-1-yl)pyridin-4-yl)benzyl)-1,2,4-oxadiazole-5-carboxamide C(C)(C)(C)C1=NOC(=N1)C(=O)NCC1=C(C=C(C=C1)C1=C(C=NC=C1)N1CCN(CC1)C(C=CCN(C)C)=O)C(F)F